C1=CC=C(C=C1)CCN=C(N)N=C(N)N The molecule is a member of the class of biguanides that is biguanide in which one of the terminal nitrogen atoms is substituted by a 2-phenylethyl group. It was used as an anti-diabetic drug but was later withdrawn from the market due to potential risk of lactic acidosis. It has a role as an antineoplastic agent. It derives from a biguanide.